[I-].C[N+](C)(C)C1CCCCC1 N,N,N-trimethylcyclohexylammonium iodide salt